5-(2-bromoethoxy)-4-chloro-2-(tetrahydro-2H-pyran-2-yl)pyridazin-3(2H)-one BrCCOC1=C(C(N(N=C1)C1OCCCC1)=O)Cl